3-phenyl-9H-carbazol-2-amine C1(=CC=CC=C1)C=1C(=CC=2NC3=CC=CC=C3C2C1)N